6,7-dichloro-4-ethoxy-3-(1-tetrahydropyran-2-ylpyrazol-4-yl)-1H-indole ClC1=CC(=C2C(=CNC2=C1Cl)C=1C=NN(C1)C1OCCCC1)OCC